8-(4-(difluoromethoxy)phenyl)-2-hydroxy-6-(1-methyl-1H-benzo[d]imidazol-6-yl)pyrido[2,3-d]pyrimidin-7(8H)-one FC(OC1=CC=C(C=C1)N1C(C(=CC2=C1N=C(N=C2)O)C=2C=CC1=C(N(C=N1)C)C2)=O)F